2-((7-aminoheptyl)amino)-N-(4,5-dimethylthiazol-2-yl)-6-methylnicotinamide NCCCCCCCNC1=C(C(=O)NC=2SC(=C(N2)C)C)C=CC(=N1)C